N(=C=S)CC1=CC=CC=C1 (isothiocyanatomethyl)-benzene